FC(C1=CN=C2N1C=C(C=C2)C2=C(N=C(C=1N2N=NN1)N)C1=CC=C(C=C1)F)F 5-(3-(difluoromethyl)imidazo[1,2-a]pyridin-6-yl)-6-(4-fluorophenyl)tetrazolo[1,5-a]pyrazin-8-amine